2-Bromo-1-fluoro-4-iodobenzol BrC1=C(C=CC(=C1)I)F